trans-1-(4-(3-chlorophenyl)-1-(2-methoxyethyl)pyrrolidin-3-yl)-3-(3-isopropyl-1-phenyl-1H-pyrazol-5-yl)Urea ClC=1C=C(C=CC1)[C@H]1[C@@H](CN(C1)CCOC)NC(=O)NC1=CC(=NN1C1=CC=CC=C1)C(C)C